COC1=CC=C(C=C1)N(C1=CC=C(C=C1)C1=CC=C(C=2C1=NN(N2)C2=CC(=C(C(=C2)F)F)F)C2=CC=C(C=O)C=C2)C2=CC=C(C=C2)OC 4-(7-(4-(bis(4-methoxyphenyl)amino)phenyl)-2-(3,4,5-trifluorophenyl)-2H-benzotriazol-4-yl)benzaldehyde